tert-butyl (2S,5S)-5-(((tert-butyldiphenylsilyl)oxy)methyl)-2-((2-(2-chloro-5-fluorophenyl)propan-2-yl)carbamoyl)morpholine-4-carboxylate [Si](C1=CC=CC=C1)(C1=CC=CC=C1)(C(C)(C)C)OC[C@@H]1CO[C@@H](CN1C(=O)OC(C)(C)C)C(NC(C)(C)C1=C(C=CC(=C1)F)Cl)=O